(R)-2-(((benzyloxy)carbonyl)amino)-3-(7-methylthio-thieno[3,2-b]pyridine-2-carboxamido)propionic acid ethyl ester C(C)OC([C@@H](CNC(=O)C1=CC2=NC=CC(=C2S1)SC)NC(=O)OCC1=CC=CC=C1)=O